ethyl (S)-3-amino-3-(3'-chloro-6-methoxybiphenyl-3-yl)propanoate N[C@@H](CC(=O)OCC)C=1C=C(C(=CC1)OC)C1=CC(=CC=C1)Cl